COC1=CC=C(C=2NC(=NC21)NC(=O)C=2N=CNC2)C2=CC(=NC=C2)C N-[4-methoxy-7-(2-methylpyridin-4-yl)-1H-1,3-benzodiazol-2-yl]-1H-imidazole-4-carboxamide